6-(8-chloronaphthalen-1-yl)-3-(2-morpholinoethoxy)-1-(piperazin-1-yl)-5,6,7,8-tetrahydro-2,6-naphthyridine-4-carbonitrile hydrochloride Cl.ClC=1C=CC=C2C=CC=C(C12)N1CC=2C(=C(N=C(C2CC1)N1CCNCC1)OCCN1CCOCC1)C#N